C(C=C)(=O)OCF fluoro-methyl acrylate